2-(((S)-1-(((S)-1,1-bis(4-methylphenyl)propan-2-yl)amino)-1-oxopropan-2-yl)carbamoyl)-4-methoxypyridin-3-yl isobutyrate C(C(C)C)(=O)OC=1C(=NC=CC1OC)C(N[C@H](C(=O)N[C@H](C(C1=CC=C(C=C1)C)C1=CC=C(C=C1)C)C)C)=O